2-Chloro-N-[(dimethylamino)methylene]-5-[(diphenylmethylene)amino]pyridine-3-sulfonamide ClC1=NC=C(C=C1S(=O)(=O)N=CN(C)C)N=C(C1=CC=CC=C1)C1=CC=CC=C1